ClC=1C=CC(=C(C1)C1=CC(N(C=C1OC)[C@@H](C(=O)NC1=CC=C(C(=O)O)C=C1)CC1=CC=CC=C1)=O)C(CC)=O (R)-4-(2-(4-(5-chloro-2-propionylphenyl)-5-methoxy-2-oxopyridin-1(2H)-yl)-3-phenylpropionylamino)benzoic acid